2-(1-cyclopropyl-2-hydroxy-2-methylpropyl)-7-(1,3-dimethyl-1H-indazol-5-yl)-6-fluoroisoindolin-1-one C1(CC1)C(C(C)(C)O)N1C(C2=C(C(=CC=C2C1)F)C=1C=C2C(=NN(C2=CC1)C)C)=O